3-[6-(4-Oxazol-4-yl-benzylamino)-pyrimidin-4-yl]-imidazo[1,2-a]pyridin O1C=NC(=C1)C1=CC=C(CNC2=CC(=NC=N2)C2=CN=C3N2C=CC=C3)C=C1